N1(CCC1)C1=CC=C2C=C(C(NC2=C1)=O)C(=O)O 7-azetidinyl-quinolonecarboxylic acid